dimethylsilanediyl-bis(3-tert-butyl-cyclopentadienyl)zirconium dichloride [Cl-].[Cl-].C[Si](=[Zr+2](C1C=C(C=C1)C(C)(C)C)C1C=C(C=C1)C(C)(C)C)C